COCCOCCOC1=CC=NC=C1C(=O)N 4-(2-(2-methoxyethoxy)ethoxy)nicotinamide